(hydroxylmethyl)imidazole methyl-11-carbonyl-octadeca-(7E,9E)-dienoate COC(CCCCC\C=C\C=C\C(CCCCCCC)=C=O)=O.OCC=1NC=CN1